4-hydroxy-2-isopropylpyrazine ON1CC(=NC=C1)C(C)C